(3R)-3-((2-(2,6-dioxopiperidin-3-yl)-1-oxoisoindolin-5-yl)oxy)pyrrolidine-1-carboxylic acid tert-butyl ester C(C)(C)(C)OC(=O)N1C[C@@H](CC1)OC=1C=C2CN(C(C2=CC1)=O)C1C(NC(CC1)=O)=O